N1CC(C1)CC(=O)NC1=NC=C(C(=C1)C1=CC(=NC(=C1)N1[C@H](CCCC1)C(F)(F)F)OC1=CC=C(C=C1)OC)C (R)-2-(azetidin-3-yl)-N-(2'-(4-methoxyphenoxy)-5-methyl-6'-(2-(trifluoromethyl)piperidin-1-yl)-[4,4'-bipyridin]-2-yl)acetamide